C1(=CC=CC=C1)CCCO phenylpropan-3-ol